C1=C(C=CC2=CC=CC=C12)C(=O)Cl 2-naphthoyl chloride